8-bromo-6-(2-chloro-6-methyl-phenyl)quinazoline BrC=1C=C(C=C2C=NC=NC12)C1=C(C=CC=C1C)Cl